FN1CCCCC1 fluoropiperidin